C(C)(C)N1N=NC=2C=NC=C(C21)N 1-Isopropyltriazolo[4,5-c]pyridin-7-amine